COC1=CC=C(C=C1)N1N=C(NC1=O)C1CN(CCC1)CC=1C=C(C=CC1)NC(C)=O N-(3-((3-(1-(4-methoxyphenyl)-5-oxo-4,5-dihydro-1H-1,2,4-triazol-3-yl)piperidin-1-yl)methyl)phenyl)acetamide